3,4-dihydropyrazino[1,2-a]indol-1(2H)-one C1(NCCN2C1=CC=1C=CC=CC21)=O